C(C)(C)(C)N(C(O)=O)[C@@H](CC1=CC(=CC(=C1)F)F)C1=C(C=C2C(=N1)N=C(N2)C2CC2)C=2C=CC=C1C(=NN(C21)C)NS(=O)(=O)C.N2C(=CC1=CC=CC=C21)C(=O)N 2-indoleformamide tert-butyl-(S)-(1-(2-cyclopropyl-6-(1-methyl-3-(methylsulfonamido)-1H-indazol-7-yl)-1H-imidazo[4,5-b]pyridin-5-yl)-2-(3,5-difluorophenyl)ethyl)carbamate